CN(C)C(C1=CC=CC=C1)C=C N,N-dimethylvinylbenzyl-amine